N-[(5-methylfuran-2-yl)methyl]-3-{[6-(2-phenylethyl)pyridazin-3-yl]amino}benzamide CC1=CC=C(O1)CNC(C1=CC(=CC=C1)NC=1N=NC(=CC1)CCC1=CC=CC=C1)=O